3-[[dimethyl(oxo)-λ6-sulfanylidene]amino]aniline CS(=O)(C)=NC=1C=C(N)C=CC1